3-(5-(3-(2,3-dihydrobenzofuran-6-yl)-2-oxoimidazolidin-1-yl)-1-oxoisoindolin-2-yl)piperidine-2,6-dione O1CCC2=C1C=C(C=C2)N2C(N(CC2)C=2C=C1CN(C(C1=CC2)=O)C2C(NC(CC2)=O)=O)=O